4-(Cyclopropylmethoxy)pyridin-2-amine C1(CC1)COC1=CC(=NC=C1)N